C(#N)C=1C=NN2C1C(=CC(=C2)OCC)C=2C=CC(=NC2)N2CCC(CC2)(CC2=NC=CC=C2)NC(CN(C)C)=O N-(1-(5-(3-cyano-6-ethoxypyrazolo[1,5-a]pyridin-4-yl)pyridin-2-yl)-4-(pyridin-2-ylmethyl)piperidin-4-yl)-2-(dimethylamino)acetamide